C1(N=CC2=CC=CC=C12)C=O 1H-isoindol-1-carbaldehyde